3,5-Dichloro-4-fluorophenylcarbamic acid phenyl ester C1(=CC=CC=C1)OC(NC1=CC(=C(C(=C1)Cl)F)Cl)=O